2-(Phenylmethylamino)ethanol C1(=CC=CC=C1)CNCCO